C(C)(C)(C)OC(=O)N1C[C@@H](CC1)N(C=1C=NC(=CC1)C(NC)=O)C (3R)-3-{methyl-[6-(methylcarbamoyl)pyridin-3-yl]amino}pyrrolidine-1-carboxylic acid tert-butyl ester